N-[(6-Amino-2-pyridyl)sulfonyl]-6-(3-furyl)-2-(2,4,6-trimethylphenoxy)pyridin-3-carboxamid NC1=CC=CC(=N1)S(=O)(=O)NC(=O)C=1C(=NC(=CC1)C1=COC=C1)OC1=C(C=C(C=C1C)C)C